4-amino-5-[3-(isopropylamino)-2,2-dimethyl-3-oxopropoxy]-2-methylquinoline-3-carboxylic acid sulfate S(=O)(=O)(O)O.NC1=C(C(=NC2=CC=CC(=C12)OCC(C(=O)NC(C)C)(C)C)C)C(=O)O